4-bromo-5-fluorobenzo[d]isothiazol-3(2H)one-1,1-dioxide BrC1=C(C=CC2=C1C(NS2(=O)=O)=O)F